C(C)(C)(C)ON1CC2C(CC1)O2 1-t-butoxy-3,4-epoxypiperidine